CN(C1=CC2=C(N=C(S2)C2=CC=C(C=C2)C=2C=CC(=NC2)N(C(OC(C)(C)C)=O)CCOCCOCCOCCOCCOCCI)C=C1)C tert-butyl N-[5-[4-[6-(di-methylamino)-1,3-benzothiazol-2-yl]phenyl]pyridin-2-yl]-N-[2-[2-[2-[2-[2-(2-iodoethoxy)-ethoxy]ethoxy]ethoxy]ethoxy]ethyl]carbamate